O=C(CNC(OCC1C2=CC=CC=C2C=2C=CC=CC12)=O)NCOCC=O (9H-fluoren-9-yl)methyl (2-oxo-2-(((2-oxoethoxy)methyl)amino)ethyl)carbamate